CC(CO)CCCCCCO 2-methyl-1,8-Octanediol